C(#CCC)S1C=NC(=C1)C 1-butynyl-4-methylthiazole